CN(C=1C=C(CN(C=2C=C(CN3C(CNCC3)=O)C=CC2)CC2=CC(=CC=C2)OC)C=CC1)C 1-(3-((3-(dimethylamino)benzyl)(3-methoxybenzyl)amino)benzyl)piperazin-2-one